4-[3-[2-Chloro-6-fluoro-4-[(2R,5R)-2,4,5-trimethylpiperazin-1-yl]benzoyl]-2,4-dihydro-1,3-benzoxazin-8-yl]-5-fluoro-2-(3-oxa-8-azabicyclo[3.2.1]octan-8-yl)benzoic acid ClC1=C(C(=O)N2COC3=C(C2)C=CC=C3C3=CC(=C(C(=O)O)C=C3F)N3C2COCC3CC2)C(=CC(=C1)N1[C@@H](CN([C@@H](C1)C)C)C)F